[Cl-].[Cl-].CC(C(C)=[Hf+2](C1=CC=CC=2C3=CC=CC=C3CC12)C1C=CC=C1)C dimethyl-dimethylmethylene(cyclopentadienyl)(fluorenyl)hafnium dichloride